C(CCC)C(C(=O)N)(C1=CC=C(C=C1)N(C)C)N1C(=NC2=C1C=CC=C2)C2=C(C=C(C=C2)OC)OC n-butyl-2-[2-(2,4-dimethoxy-phenyl)-benzoimidazol-1-yl]-2-(4-dimethylamino-phenyl)-acetamide